C(C=C)OC(=O)C1(CCC=2C(=NC(=NC2C1O)Cl)N1C[C@@H](N(CC1)C(=O)OC(C)(C)C)CC#N)CC1=C(C=CC=C1)[N+](=O)[O-] 4-((S)-4-(tert-butoxycarbonyl)-3-(cyanomethyl)piperazin-1-yl)-2-chloro-8-hydroxy-7-(2-nitrobenzyl)-5,6,7,8-tetrahydroquinazoline-7-carboxylic acid allyl ester